ClC1=CC=CC=2C3=CC=CC=C3CC12 chlorofluoren